C(CCCCO)O 1,5-Pentan-diol